3-(1H-1,2,4-triazol-1-yl)propan-1-ol N1(N=CN=C1)CCCO